C(=O)(O)[C@@H](C)N[C@@H](CCCCN)C(=O)O N2-(D-1-carboxyethyl)-L-lysine